4,6-dichloro-N-phenyl-N-methyl-1,3,5-triazin-2-amine ClC1=NC(=NC(=N1)Cl)N(C)C1=CC=CC=C1